2-n-butoxy-5-nitropyrimidine-4,6-diol C(CCC)OC1=NC(=C(C(=N1)O)[N+](=O)[O-])O